FC1=CC=C(C=C1)C(=O)N1[C@@H](C=2N(CC1)C(=NC2C=2C=NC=CC2)C2=NC(=NS2)C)C (R)-(4-fluorophenyl)(8-methyl-3-(3-methyl-1,2,4-thiadiazol-5-yl)-1-(pyridin-3-yl)-5,6-dihydroimidazo[1,5-a]pyrazin-7(8H)-yl)methanone